CN(C(=O)C=1C=C(C=C2C1C(=CO2)C2=CC(=CC(=C2)O)O)O)CC2=CC=CC=C2 N-methyl-N-(phenylmethyl)-3-(3,5-dihydroxyphenyl)-6-hydroxy-4-benzofurancarboxamide